(2,3-dihydro-1H-pyrrolo[2,3-c]pyridin-1-yl)methanone ethyl-4-(2-(benzyloxy)-5-methylphenyl)-2,4-dioxobutyrate C(C)OC(C(CC(=O)C1=C(C=CC(=C1)C)OCC1=CC=CC=C1)=O)=O.N1(CCC=2C1=CN=CC2)C=O